1,2-di(m-methylphenoxy)ethane CC=1C=C(OCCOC2=CC(=CC=C2)C)C=CC1